1-(((3S)-1-((3-cyano-1-azetidinyl)sulfonyl)-3-piperidinyl)carbonyl)-N-(2,3,4,6-tetrafluorobenzyl)-D-prolinamide C(#N)C1CN(C1)S(=O)(=O)N1C[C@H](CCC1)C(=O)N1[C@H](CCC1)C(=O)NCC1=C(C(=C(C=C1F)F)F)F